6-(4-(3-((6-chloro-3-oxoisobenzofuran-1(3H)-ylidene)methyl)benzoyl)piperazin-1-yl)nicotinonitrile ClC1=CC=C2C(OC(C2=C1)=CC=1C=C(C(=O)N2CCN(CC2)C2=NC=C(C#N)C=C2)C=CC1)=O